NC1CCC(CC1)N(C1=NC=CC(=N1)N(C)C1=NNC(=C1)C1CCCC1)C N2-((1r,4r)-4-aminocyclohexyl)-N4-(5-cyclopentyl-1H-pyrazol-3-yl)-N2,N4-dimethylpyrimidine-2,4-diamine